tert-Butyl 2-[1-(6-methyl-4-oxo-2-pyrazolo[1,5-a]pyridin-5-yl-chromen-8-yl)ethylamino]benzoate CC=1C=C2C(C=C(OC2=C(C1)C(C)NC1=C(C(=O)OC(C)(C)C)C=CC=C1)C1=CC=2N(C=C1)N=CC2)=O